7,8-dimethyl-8-aza-bicyclo[3.2.1]octane-2-carboxylic acid methyl ester COC(=O)C1C2C(CC(CC1)N2C)C